C(C1=CC=CC=C1)N(C(C(CC)(C)C)=O)OC(=O)OCC N-benzyl-N-((ethoxycarbonyl)oxy)-2,2-dimethylbutanamide